N-(1'-(6-(cyclopropylamino)-2-(1,1-difluoroethyl)pyrimidin-4-yl)-1',2'-dihydrospiro[cyclopropane-1,3'-pyrrolo[3,2-c]pyridin]-6'-yl)acetamide C1(CC1)NC1=CC(=NC(=N1)C(C)(F)F)N1CC2(C=3C=NC(=CC31)NC(C)=O)CC2